FC1=C(C(=CC=C1)F)C=1C(=NC=C(C1)C)C1CC(=NO1)N1[C@@H](CCC1)CNS(=O)(=O)CC N-{[(2S)-1-{5-[3-(2,6-difluorophenyl)-5-methylpyridin-2-yl]-4,5-dihydro-1,2-oxazol-3-yl}pyrrolidin-2-yl]methyl}ethanesulfonamide